(R)-N-((1R,2R)-2-((tert-Butyldimethylsilyl)oxy)cyclohexyl)-2-chloro-8-methyl-8-(trifluoromethyl)-7,8-dihydro-6H-pyrazolo[1,5-a]pyrrolo[2,3-e]pyrimidine-6-carboxamide [Si](C)(C)(C(C)(C)C)O[C@H]1[C@@H](CCCC1)NC(=O)N1C[C@](C2=C1C=NC=1N2N=C(C1)Cl)(C(F)(F)F)C